1,2-cyclopentane-diol C1(C(CCC1)O)O